(2-fluoro-4-((R)-2-hydroxy-3-(1H-tetrazol-1-yl)propoxy)phenyl)((R)-3-(4-fluorophenyl)pyrrolidin-yl)methanone FC1=C(C=CC(=C1)OC[C@@H](CN1N=NN=C1)O)C(=O)N1C[C@H](CC1)C1=CC=C(C=C1)F